N,N-diethyl-4-fluoro-2-trifluoromethylbenzamide C(C)N(C(C1=C(C=C(C=C1)F)C(F)(F)F)=O)CC